N-(6-(4-(4-methylpiperazin-1-yl)piperidin-1-yl)pyridin-3-yl)-4-(3-phenylisoxazolidin-2-yl)-5-(trifluoromethyl)pyrimidin-2-amine CN1CCN(CC1)C1CCN(CC1)C1=CC=C(C=N1)NC1=NC=C(C(=N1)N1OCCC1C1=CC=CC=C1)C(F)(F)F